N,N-Bis(2-hydroxypropyl)aniline OC(CN(C1=CC=CC=C1)CC(C)O)C